(2R,3S,4R,5R)-2-[(R)-(3,4-dichlorophenyl)-hydroxy-methyl]-5-[4-(methylhydrazono)-1H-pyrrolo[2,3-d]pyrimidin-7-yl]tetrahydrofuran-3,4-diol TFA salt OC(=O)C(F)(F)F.ClC=1C=C(C=CC1Cl)[C@H]([C@H]1O[C@H]([C@@H]([C@@H]1O)O)N1C=CC2=C1NC=NC2=NNC)O